3-(4,5-dimethylthiazol-2-yl)-5-(3-carboxymethoxyphenyl)-2-(4-sulfophenyl)-2H-tetrazolium phosphonium [PH4+].CC=1N=C(SC1C)N1N([NH2+]C(=N1)C1=CC(=CC=C1)OCC(=O)O)C1=CC=C(C=C1)S(=O)(=O)O